ethyl 2-({6-[(1,3-benzothiazol-2-yl)amino]-5-methylpyridazin-3-yl}(methyl)amino)-5-[(3S)-3-phenoxypyrrolidin-1-yl]-1,3-thiazole-4-carboxylate S1C(=NC2=C1C=CC=C2)NC2=C(C=C(N=N2)N(C=2SC(=C(N2)C(=O)OCC)N2C[C@H](CC2)OC2=CC=CC=C2)C)C